4-((3S,5R)-3,5-dimethylpiperazin-1-yl)-3-fluoroaniline C[C@H]1CN(C[C@H](N1)C)C1=C(C=C(N)C=C1)F